2-(4-methylphenyl)ethyl methacrylate C(C(=C)C)(=O)OCCC1=CC=C(C=C1)C